N-(1-(1-((3-azaspiro[5.5]undec-9-yl)methyl)piperidin-4-yl)-3-(difluoromethyl)-1H-pyrazol-4-yl)-5-((1R,4R)-2-oxa-5-azabicyclo[2.2.1]hept-5-yl)pyrazolo[1,5-a]Pyrimidine-3-carboxamide C1CNCCC12CCC(CC2)CN2CCC(CC2)N2N=C(C(=C2)NC(=O)C=2C=NN1C2N=C(C=C1)N1[C@H]2CO[C@@H](C1)C2)C(F)F